(±)-4-(2-methyl butyl)phenyl-4-(trans-4-propylcyclohexyl)benzoate C[C@@H](CC1=CC=C(C=C1)OC(C1=CC=C(C=C1)[C@@H]1CC[C@H](CC1)CCC)=O)CC |&1:1|